2-chloro-N-[2,6-difluoro-4-(2-phenylethynyl)phenyl]pyridine-3-sulfonamide ClC1=NC=CC=C1S(=O)(=O)NC1=C(C=C(C=C1F)C#CC1=CC=CC=C1)F